1-amino-3-methyl-4-β-hydroxyethylamino-6-nitrobenzene NC1=CC(=C(C=C1[N+](=O)[O-])NCCO)C